[4-([[7-(methylcarbamoyl)-5H-pyrrolo[3,2-d]pyrimidin-4-yl]amino]-methyl)phenyl]methylphosphonic acid CNC(=O)C1=CNC2=C1N=CN=C2NCC2=CC=C(C=C2)CP(O)(O)=O